3-amino-N-carbamimidoyl-5-((2-(4-methylpiperazin-1-yl)ethyl)amino)-6-phenylpyrazine-2-carboxamide hydrochloride Cl.NC=1C(=NC(=C(N1)NCCN1CCN(CC1)C)C1=CC=CC=C1)C(=O)NC(N)=N